3,7-dimethyldecanedioic acid CC(CC(=O)O)CCCC(CCC(=O)O)C